[C@H]12OC[C@](CC1)(C2)N2N=C1N=C(C(=CC1=C2)C(=O)NC=2C(N(C=CC2)[C@@H]2[C@@H](C2)C)=O)OC2CC2 2-((1S,4S)-2-oxabicyclo[2.2.1]heptan-4-yl)-6-cyclopropoxy-N-(1-((1S,2R)-2-methylcyclopropyl)-2-oxo-1,2-dihydropyridin-3-yl)-2H-pyrazolo[3,4-b]pyridine-5-carboxamide